[2H]C1(N(C(C[C@@H]1C)(C)C)C1=NC(=CC=C1C(=O)N)C1=CC(=CC(=C1)OCC(C)C)F)[2H] 2-[(3S)-2,2-dideuterio-3,5,5-trimethyl-pyrrolidin-1-yl]-6-(3-fluoro-5-isobutoxyphenyl)pyridin-3-carboxamid